NC1=NC=C(C2=C1C(=C(N2C)C2=CC=C(C=C2)NC(C=C)=O)C2=CC(=C(C=C2)C(=O)C2CCCCC2)F)C#N N-(4-(4-amino-7-cyano-3-(4-(cyclohexanecarbonyl)-3-fluorophenyl)-1-methyl-1H-pyrrolo[3,2-c]pyridin-2-yl)phenyl)acrylamide